OC1=CC=C(CO)C=C1 Para-hydroxybenzyl alcohol